Cyclopropyl-((1R,3R,4S,5S)-5-(difluoromethyl)-3-ethynyl-2-azabicyclo[2.2.1]heptan-2-yl)methanone C1(CC1)C(=O)N1[C@H]2C[C@@H]([C@@H]([C@@H]1C#C)C2)C(F)F